C(#N)C1=CN=C2N1C(=CC(=C2)B(O)O)OC(C2(CC2)OC)C2=NC=C(C=C2)F 3-cyano-5-[(5-fluoropyridin-2-yl)(1-methoxycyclopropyl)methoxy]imidazo[1,2-a]pyridin-7-ylboronic acid